NC1=NC=2C=C(C(=CC2C2=C1COC2)C(=O)N([C@@H]2COC1=C2C=NC(=C1)C(F)(F)F)C)Cl 4-amino-7-chloro-N-methyl-N-((3S)-6-(trifluoromethyl)-2,3-dihydrofuro[3,2-c]pyridin-3-yl)-1,3-dihydrofuro[3,4-c]quinoline-8-carboxamide